FC1=C(C=CC=C1C)[C@@H]1N(OCC1)C1=CC(=NC=N1)NC=1C(=CC(=C(C1)NC(C=C)=O)N1CCN(CC1)C1COC1)OC N-(5-((6-((R)-3-(2-fluoro-3-methylphenyl)-isoxazolidine-2-yl)pyrimidine-4-yl)amino)-4-methoxy-2-(4-(oxetane-3-yl)piperazine-1-yl)phenyl)acrylamide